N-propyl-N-(pyrrolidin-3-yl)thiazole-4-carboxamide hydrochloride Cl.C(CC)N(C(=O)C=1N=CSC1)C1CNCC1